2-[4-(5-amino-2-methyl-1,2,4-triazol-3-yl)-2-methoxy-phenoxy]-N-isopropyl-acetamide NC=1N=C(N(N1)C)C1=CC(=C(OCC(=O)NC(C)C)C=C1)OC